C=CCC(C)O penten-4-ol